FC1=C(C=CC(=N1)C(CN1C[C@@H]2[C@H](C1)CC(C2)OC2=CC=C(C=C2)F)=O)O 1-(6-fluoro-5-hydroxypyridin-2-yl)-2-((3aR,5s,6aS)-5-(4-fluorophenoxy)hexahydrocyclopenta[c]pyrrol-2(1H)-yl)ethanone